2-Benzyl-6-phenyl-8-(3-(Trifluoromethyl)benzyl)imidazo[1,2-a]pyrazin-3-yl-acetat C(C1=CC=CC=C1)C=1N=C2N(C=C(N=C2CC2=CC(=CC=C2)C(F)(F)F)C2=CC=CC=C2)C1CC(=O)[O-]